tert-butyl 4-(1-(1-(tert-butyl)-1H-1,2,3-triazole-4-carboxamido)ethyl)piperidine-1-carboxylate C(C)(C)(C)N1N=NC(=C1)C(=O)NC(C)C1CCN(CC1)C(=O)OC(C)(C)C